ClC=1C=C(CNCCCCOCCOC2=NC3=C(C4=CN=CC=C24)C=CC=C3)C=C(C1)C(C)(C)C#N 5-(2-(4-((3-chloro-5-(2-cyanopropan-2-yl)benzyl)amino)butoxy)ethoxy)benzo[c][2,6]naphthyridine